C(C)(=O)NC1=NN=C(S1)N1CCC(CC1)OC1=NN=C(S1)NC(C)=O N-{5-[1-(5-Acetylamino-[1,3,4]thiadiazol-2-yl)-piperidin-4-yloxy]-[1,3,4]-thiadiazol-2-yl}-acetamide